BrC=1C=C2C(=NC1)NC=C2CCNCC2=CC(=CC=C2)F 2-(5-bromo-1H-pyrrolo[2,3-b]pyridin-3-yl)-N-(3-fluorobenzyl)ethan-1-amine